(1-hydroxy-6,6,9-trimethyl-3-pentyl-6H-benzo[c]chromen-2-yl)(4-methylpiperazin-1-yl)methanone OC1=C2C3=C(C(OC2=CC(=C1C(=O)N1CCN(CC1)C)CCCCC)(C)C)C=CC(=C3)C